[I-].C[N+](CCN1C2=C(N=C3C(N(C(N=C13)=O)C)=O)C=C(C(=C2)C)C)(C)C Trimethyl-[2-(3,7,8-trimethyl-2,4-dioxo-3,4-dihydro-2H-benzo[g]pteridin-10-yl)ethyl]ammonium iodide